2-ethynyl-1-fluoro-4-(trifluoromethoxy)benzene C(#C)C1=C(C=CC(=C1)OC(F)(F)F)F